4-((E)-4-(4-(1H-1,2,3-triazol-1-yl)butyl)styryl)-2-((E)-2-fluoro-4-(trifluoromethyl)styryl)oxazole N1(N=NC=C1)CCCCC1=CC=C(/C=C/C=2N=C(OC2)\C=C\C2=C(C=C(C=C2)C(F)(F)F)F)C=C1